(R)-N-(2-fluoro-3-hydroxy-3-methylbutyl)-6-(5-fluoropyridin-2-yl)-4-(isopropylamino)pyrrolo[1,2-b]pyridazine-3-carboxamide F[C@H](CNC(=O)C1=C(C=2N(N=C1)C=C(C2)C2=NC=C(C=C2)F)NC(C)C)C(C)(C)O